3-((S)-3-((S)-8-(3-(1H-pyrazol-3-yl)phenylsulfonyl)-1-oxa-8-azaspiro[4.5]dec-3-ylamino)-2-hydroxypropoxy)-N-methylbenzenesulfonamide N1N=C(C=C1)C=1C=C(C=CC1)S(=O)(=O)N1CCC2(C[C@@H](CO2)NC[C@@H](COC=2C=C(C=CC2)S(=O)(=O)NC)O)CC1